3-[2-(3-Hydroxyphenyl)ethynyl]-5-(trifluoromethyl)benzoic acid OC=1C=C(C=CC1)C#CC=1C=C(C(=O)O)C=C(C1)C(F)(F)F